[OH-].[Na+].C(#N)[C@H]1N(CSC1)C(CNC(=O)C1=CC=NC2=CC=C(C=C12)N1CC(C1)OC)=O (R)-N-(2-(4-cyanothiazolidin-3-yl)-2-oxoethyl)-6-(3-methoxyazetidin-1-yl)quinoline-4-carboxamide Sodium hydroxide